sodium 6-hydroxynaphthalene-2-sulfonate hydrate O.OC=1C=C2C=CC(=CC2=CC1)S(=O)(=O)[O-].[Na+]